(4-(4-amino-3-methoxyphenoxy)piperidin-1-yl)(tetrahydro-2H-pyran-4-yl)methanone NC1=C(C=C(OC2CCN(CC2)C(=O)C2CCOCC2)C=C1)OC